C(C)(C)(C)OC(=O)[C@H]1N(C(C[C@@H]1CN1C(C2=CC=CC=C2C1=O)=O)=O)C1=NC(=CC(=C1)C(F)(F)F)C (2S,3R)-3-((1,3-dioxoisoindolin-2-yl)methyl)-1-(6-methyl-4-(trifluoromethyl)pyridin-2-yl)-5-oxopyrrolidine-2-carboxylic acid tert-butyl ester